FC\1(CN(C2=CC=CC=C2/C1=N/CC=1C(=NC(=NC1)SC)NC)C(=O)OC(C)(C)C)F tert-butyl (4Z)-3,3-difluoro-4-[[4-(methylamino)-2-methylsulfanyl-pyrimidin-5-yl]methylimino]-2H-quinoline-1-carboxylate